BrC(C(=O)O)(Cl)Cl monobromodichloroacetic acid